9-(4-(bromomethyl)benzyl)-3,6-dimethoxy-9H-carbazole BrCC1=CC=C(CN2C3=CC=C(C=C3C=3C=C(C=CC23)OC)OC)C=C1